Cl.ClC1=CC=C(C=C1)C=1C=C(C(N(N1)C=1C=NN(C1)C)=O)C(=O)N[C@@H](C)C1=CC=NC=C1 (S)-6-(4-chlorophenyl)-2-(1-methyl-1H-pyrazol-4-yl)-3-oxo-N-(1-(pyridin-4-yl)ethyl)-2,3-dihydropyridazine-4-carboxamide hydrochloride